Cl.C(C)(C)(C)C1CCC(CC1)CN 4-tert-butyl-cyclohexylmethylamine hydrochloride